C1(CC1)[C@](C)(O)C1=CC=2C(=NC(=CC2)C2=CC=3C(N=C2)=NN(C3)C)S1 (1S)-1-cyclopropyl-1-(6-(2-methyl-2H-pyrazolo[3,4-b]pyridin-5-yl)thieno[2,3-b]pyridin-2-yl)ethanol